strontium ketoglutarate O=C(C(=O)[O-])CCC(=O)[O-].[Sr+2]